ClC1=NC(=CC(=C1)C1=C(N=C(S1)NC(=O)N1CCNCC1)C1=CC(=CC=C1)C#N)C (2S)-4-[[5-(2-Chloro-6-methyl-4-pyridyl)-4-(3-cyanophenyl)thiazol-2-yl]carbamoyl]piperazin